hydroxymethyl-tri(mercaptoethylthiomethyl)methane OCC(CSCCS)(CSCCS)CSCCS